N[C@H]1CN(CCC1)C=1C(=CC(=NC1)C1=C(C=C(C(=C1)F)F)F)CC1=CN=C2N1C=CN=C2N (R)-3-((5-(3-aminopiperidin-1-yl)-2-(2,4,5-trifluorophenyl)pyridin-4-yl)methyl)imidazo[1,2-a]pyrazin-8-amine